2,8-dimethyl-phenanthridine CC1=CC2=C3C=CC(=CC3=CN=C2C=C1)C